1-{4-[2-{[1-(propan-2-yl)-1H-pyrazolo[4,3-c]pyridin-6-yl]amino}-6-(pyrrolidin-1-yl)pyrimidin-4-yl]piperazin-1-yl}pent-4-yn-1-one CC(C)N1N=CC=2C=NC(=CC21)NC2=NC(=CC(=N2)N2CCN(CC2)C(CCC#C)=O)N2CCCC2